C(C)(C)(C)N1N=CC(=C1C(=O)OCC)C(C1=CC(=CC=C1)C(F)(F)F)=O ethyl 1-(tert-butyl)-4-(3-(trifluoromethyl)benzoyl)-1H-pyrazole-5-carboxylate